3-[4-(4-{1-[(2S)-2-amino-2-cyclohexylacetyl]piperidin-4-yl}butyl)-3-methyl-2-oxo-1,3-benzodiazol-1-yl]piperidine-2,6-dione trifluoroacetate FC(C(=O)O)(F)F.N[C@H](C(=O)N1CCC(CC1)CCCCC1=CC=CC=2N(C(N(C21)C)=O)C2C(NC(CC2)=O)=O)C2CCCCC2